5-amino-N-(2-{4-amino-7-oxa-2-azaspiro[4.5]decan-2-yl}-3-fluoro-5,6,7,8-tetrahydroquinolin-6-yl)-2-methylthieno[2,3-d]pyrimidine-6-carboxamide NC1=C(SC=2N=C(N=CC21)C)C(=O)NC2CC=1C=C(C(=NC1CC2)N2CC1(C(C2)N)COCCC1)F